N(C1=CC=CC=C1)C1=CC=CC=2C3=CC=CC=C3NC12 Anilinocarbazole